2-[4-bromo-3-(tert-butoxymethyl)phenyl]-N-[5-(1-methylcyclopentyl)isoxazol-3-yl]Acetamide BrC1=C(C=C(C=C1)CC(=O)NC1=NOC(=C1)C1(CCCC1)C)COC(C)(C)C